C1(=CC=CC=C1)C(C1=CC=CC=C1)=NC1OC(C2=CC=CC=C2C1)=O ((diphenylmethylene)amino)isochroman-1-one